2-(4-(benzyloxy)-3-methoxy-2-nitrophenyl)-1H-imidazole-1-carbonitrile C(C1=CC=CC=C1)OC1=C(C(=C(C=C1)C=1N(C=CN1)C#N)[N+](=O)[O-])OC